C(#N)C1=CC(=NC=C1)N1C=C(C2=C1N=CN=C2N2C[C@H](N(C[C@@H]2C)C(=O)OC(C)(C)C)C)C2=CC=CC=C2 tert-Butyl (2R,5S)-4-(7-(4-cyanopyridin-2-yl)-5-phenyl-7H-pyrrolo[2,3-d]pyrimidin-4-yl)-2,5-dimethylpiperazine-1-carboxylate